CC(C)(C)C=1C=C(C=C(C1O)C)C(C(=O)O)C 3-(1,1-dimethylethyl)-4-hydroxy-5-methylphenylpropionic acid